CC[C@@H](C1=CC=CC=C1)N (S)-(-)-1-amino-1-phenylpropane